3-(7-methoxy-2,3-dihydrobenzofuran-5-yl)-5-(3-bromophenyl)isoxazoline COC1=CC(=CC=2CCOC21)C2=NOC(C2)C2=CC(=CC=C2)Br